5-(3-isocyanatophenyl)-2-methoxypyridine N(=C=O)C=1C=C(C=CC1)C=1C=CC(=NC1)OC